OCCN1N=CC(=C1)NC1=NC=CC(=N1)C=1C=CC2=C(CCCCC2NC(=O)N2CC(C2)OC(C)(C)C)C1 3-tert-Butoxy-azetidine-1-carboxylic acid (2-{2-[1-(2-hydroxy-ethyl)-1H-pyrazol-4-ylamino]-pyrimidin-4-yl}-6,7,8,9-tetrahydro-5H-benzocyclohepten-5-yl)-amide